N'-hydroxy-5-azaspiro[2.5]octane-5-carboximidamide ON=C(N)N1CC2(CC2)CCC1